2-cyanoethyl-2-[(4-cyano-2-methoxyphenyl) methylene]-3-oxobutanoate C(#N)CCOC(C(C(C)=O)=CC1=C(C=C(C=C1)C#N)OC)=O